CN1C=NC=C1CN1C=NC=C1N1C=CC=2C1=NC=CC2 (1-methyl-1H-imidazol-5-ylmethyl-1H-imidazol-5-yl)-1H-pyrrolo[2,3-b]pyridine